1-(1-(1-benzyl-2,5-dimethyl-1H-pyrrol-3-yl)-1-oxopropan-2-yl)-5-bromopyridin-2(1H)-one C(C1=CC=CC=C1)N1C(=C(C=C1C)C(C(C)N1C(C=CC(=C1)Br)=O)=O)C